C(C(=O)O)(=O)O.ClC(=C(O)Cl)C dichloro-propenol oxalate